N(=[N+]=[N-])C(COC(C(=C)C)=O)CO.C(C(=C)C)(=O)OCC(CN=[N+]=[N-])O 3-azido-2-hydroxypropyl methacrylate 2-azido-3-hydroxypropyl-methacrylate